FC1=C(C=CC(=C1)F)N1N=C(C2=CC=CC=C2C1=O)C=1C=C(C=CC1)C(C(=O)NC1=CC=CC=C1)(C)C 2-(3-(3-(2,4-difluorophenyl)-4-oxo-3,4-dihydro-phthalazin-1-yl)phenyl)-2-methyl-N-phenylpropionamide